BrC=1C(=C(C=C(C1Cl)C)C(\C(=C\C=1C=NC=CC1)\C)=O)O (E)-1-(3-Bromo-4-chloro-2-hydroxy-5-methyl-phenyl)-2-methyl-3-(3-pyridyl)prop-2-en-1-one